NC=1C2=C(N=CN1)N(C=C2C#CC2=CC1=C(N(C=N1)CC)C=C2F)[C@H]2C[C@@H](N(C2)C(C=C)=O)COC 1-[(2R,4S)-4-[4-amino-5-[2-(1-ethyl-6-fluoro-1,3-benzodiazol-5-yl)ethynyl]pyrrolo[2,3-d]pyrimidin-7-yl]-2-(methoxymethyl)pyrrolidin-1-yl]prop-2-en-1-one